3-[6-({1-[2-amino-6-(furan-2-yl)pyrimidin-4-yl]-1H-1,2,3-benzotriazole-5-yl}oxy)pyridin-2-yl]benzoic acid NC1=NC(=CC(=N1)N1N=NC2=C1C=CC(=C2)OC2=CC=CC(=N2)C=2C=C(C(=O)O)C=CC2)C=2OC=CC2